N-(1-(2,2-di((Z)-Dec-4-en-1-yl)hydrazineyl)-1-oxododecan-3-yl)-N-(3-(dimethylamino)-propyl)decanamide C(CC\C=C/CCCCC)N(NC(CC(CCCCCCCCC)N(C(CCCCCCCCC)=O)CCCN(C)C)=O)CCC\C=C/CCCCC